C[C@@H]1CN(C[C@@H](N1)C)C1=CC=CC(=N1)[C@H](C)NC=1C2=C(N=CC1)NC=C2C2CCOCC2 N-((S)-1-(6-((3R,5S)-3,5-dimethylpiperazin-1-yl)pyridin-2-yl)ethyl)-3-(tetrahydro-2H-pyran-4-yl)-1H-pyrrolo[2,3-b]pyridin-4-amine